CC(C)(CCCCCC)C=1C=CC=C(C1)O 5-(2-methyloctan-2-yl)phenol